1-(benzyloxy)-4-nitro-2-(trifluoromethyl)benzene C(C1=CC=CC=C1)OC1=C(C=C(C=C1)[N+](=O)[O-])C(F)(F)F